1-(4-bromobutyl)-4-methylbenzene BrCCCCC1=CC=C(C=C1)C